O=C1OC(CN1)C(=O)N 2-oxooxazolidine-5-carboxamide